N=1C(=CN2C1C=CC=C2)[C@H]2N(OCC2)C(C(C)(C)C)=O 1-[(3S)-3-{imidazo[1,2-A]pyridin-2-yl}-1,2-oxazolidin-2-yl]-2,2-dimethylpropan-1-one